FC1(CCN(CC1)C1=CC(=CC2=C1N=CO2)NC(OC(C)(C)C)=O)F tert-butyl (4-(4,4-difluoropiperidin-1-yl)benzo[d]oxazol-6-yl)carbamate